FC=1C=C(C=CC1)C=1C=NC2=NC3=C(N2C1)C=CC=C3 3-(3-fluorophenyl)pyrimido[1,2-a]benzimidazole